COC(C1=C(C=C(C(=C1)N1C(COCC1)CCO)F)[N+](=O)[O-])=O 4-fluoro-5-(3-(2-hydroxyethyl)morpholinyl)-2-nitrobenzoic acid methyl ester